3-(3-(methylsulphonyl)phenyl)propionic acid CS(=O)(=O)C=1C=C(C=CC1)CCC(=O)O